benzyl (2S)-4-[8-(8-bromo-1-isoquinolyl)-2-[[(2S)-1-methylpyrrolidin-2-yl]methoxy]-5,6,7,9-tetrahydropyrimido[4,5-c]azepin-4-yl]-2-(cyanomethyl)piperazine-1-carboxylate BrC=1C=CC=C2C=CN=C(C12)N1CC2=C(CCC1)C(=NC(=N2)OC[C@H]2N(CCC2)C)N2C[C@@H](N(CC2)C(=O)OCC2=CC=CC=C2)CC#N